C1([C@@H](O)[C@H](O)[C@H](CO)O1)=O L-xylono-1,4-lactone